2-(5-fluoropyridin-3-yl)-N-[(2S)-3-hydroxy-3-methylbut-2-yl]-3-oxo-6-[6-(trifluoromethyl)pyridin-3-yl]-2,3-dihydropyridazine-4-carboxamide FC=1C=C(C=NC1)N1N=C(C=C(C1=O)C(=O)N[C@@H](C)C(C)(C)O)C=1C=NC(=CC1)C(F)(F)F